N1(CCC1)C=1C2=C(N=C(N1)C)CN([C@@H]2C)C(=O)[C@H]2CN(CC2)C=2C=NC=C(C2)Cl ((R)-4-(Azetidin-1-yl)-2,5-dimethyl-5,7-dihydro-6H-pyrrolo[3,4-d]pyrimidin-6-yl)((R)-1-(5-chloropyridin-3-yl)pyrrolidin-3-yl)methanone